4,5-dihydroxy-2-oxo-pentanal OC(CC(C=O)=O)CO